2-(3-cyanoazetidin-1-yl)benzaldehyde C(#N)C1CN(C1)C1=C(C=O)C=CC=C1